C1C(CC12CCC2)NCCCCCCCNC2=CC=C(C=C2)N2C(NC(CC2)=O)=O 1-(4-((7-(Spiro[3.3]heptan-2-ylamino)heptyl)amino)phenyl)dihydropyrimidine-2,4(1H,3H)-dione